(1-(2-(3-(cyclopropylmethoxy)-4-(difluoromethoxy) phenyl)-4-((5-(ethyl (methyl) carbamoyl) pyridin-amido) methyl) oxazol-5-yl) ethyl) carbamate C(N)(OC(C)C1=C(N=C(O1)C1=CC(=C(C=C1)OC(F)F)OCC1CC1)CNC(=O)C1=NC=C(C=C1)C(N(C)CC)=O)=O